tert-butyl (R)-3-(3-chloro-5-cyanophenyl)morpholine-4-carboxylate ClC=1C=C(C=C(C1)C#N)[C@H]1N(CCOC1)C(=O)OC(C)(C)C